N-(1-(2-(2-methoxypyridin-4-yl)thiazol-5-yl)ethyl)-1-methyl-3-(trifluoromethyl)-1H-pyrazole-5-carboxamide COC1=NC=CC(=C1)C=1SC(=CN1)C(C)NC(=O)C1=CC(=NN1C)C(F)(F)F